FC=1C=C(C=C(C1OC1=CC=NC2=CC(=C(C=C12)OC[C@@H](C)O)OC)F)NC(=O)C=1C=NC=CC1OC (R)-N-(3,5-difluoro-4-{[6-(2-hydroxypropoxy)-7-methoxyquinolin-4-yl]oxy}phenyl)-4-methoxypyridine-3-carboxamide